C(C)C1(CC2=CC=CC=C2C1)CC 2,2-diethyl-2,3-dihydro-1H-indene